4'-[1-(trifluoromethyl)cyclopropyl][1,1'-biphenyl]-2-carboxylic acid FC(C1(CC1)C1=CC=C(C=C1)C=1C(=CC=CC1)C(=O)O)(F)F